N-((3-chloro-4-fluorophenyl)(5-methyl-4-(methylsulfonyl)-1H-imidazol-2-yl)methyl)thiazol-2-amine ClC=1C=C(C=CC1F)C(NC=1SC=CN1)C=1NC(=C(N1)S(=O)(=O)C)C